methyl ((6-methyl-2-(((trifluoromethyl)sulfonyl)oxy)pyridin-3-yl)sulfonyl)-L-prolinate CC1=CC=C(C(=N1)OS(=O)(=O)C(F)(F)F)S(=O)(=O)N1[C@@H](CCC1)C(=O)OC